1-(4,4-difluoro-1-methylpyrrolidin-3-yl)-8-fluoro-2-{[4-(methoxymethyl)-1H-1,2,3-triazol-1-yl]methyl}-1H-imidazo[4,5-c]quinoline FC1(C(CN(C1)C)N1C(=NC=2C=NC=3C=CC(=CC3C21)F)CN2N=NC(=C2)COC)F